CC1=C2N(CCNC2=CC=C1)S(=O)(=O)C1=C(C=C(C=C1)C=1C=NN(C1)C)C 5-Methyl-4-[2-methyl-4-(1-methylpyrazol-4-yl)phenyl]sulfonyl-2,3-dihydro-1H-quinoxaline